C1(=CC=CC=C1)N1N=C(C(=C1)\C=C\S(=O)(=O)C1=CC=CC=C1)C1CNCCC1 (E)-3-(1-phenyl-4-(2-(phenylsulfonyl)ethenyl)-1H-pyrazol-3-yl)piperidine